2-(4-(6-((4-chloro-6-(methylcarbamoyl)pyridin-3-yl)methoxy)pyridin-2-yl)-2,5-difluorobenzyl)-4-fluoro-1-((1-(fluoromethyl)cyclopropyl)methyl)-1H-benzo[d]imidazole-6-carboxylic acid ClC1=C(C=NC(=C1)C(NC)=O)COC1=CC=CC(=N1)C1=CC(=C(CC2=NC3=C(N2CC2(CC2)CF)C=C(C=C3F)C(=O)O)C=C1F)F